Methyl-erythritol CC([C@H](O)[C@H](O)CO)O